OC(=O)C(F)(F)F.CC1=NC(=CC=C1S(=O)(=O)N1CC2(C1)CNC2)C(F)(F)F 2-[[2-methyl-6-(trifluoromethyl)-3-pyridyl]sulfonyl]-2,6-diazaspiro[3.3]heptane TFA salt